N-tert-Butyl-4-[[2-(2,3-dihydro-1,4-benzodioxin-6-yl)acetyl]amino]pyridine-2-carboxamide C(C)(C)(C)NC(=O)C1=NC=CC(=C1)NC(CC1=CC2=C(OCCO2)C=C1)=O